NCCCCCCC(=O)NC1=C2CN(C(C2=CC=C1)=O)C1C(NC(CC1)=O)=O 7-amino-N-(2-(2,6-dioxopiperidin-3-yl)-1-oxoisoindolin-4-yl)heptanamide